COC(C)(C)CCC tertiary hexyl methyl ether